oxolinic acid potassium [K].CCN1C=C(C(=O)C=2C1=CC1=C(C2)OCO1)C(=O)O